O=C1NC(CCC1N1C(N(C2=C1C=CC=C2)C)=O)=O 1-(2,6-Dioxopiperidin-3-yl)-3-methyl-2-oxo-1,3-benzodiazol